4-(thienyloxy)cyclohexanone tert-butyl-(1S,4S)-5-(7-bromo-2-chloro-6,8-difluoroquinazolin-4-yl)-6-vinyl-2,5-diazabicyclo[2.2.2]octane-2-carboxylate C(C)(C)(C)OC(=O)N1[C@@H]2C(N([C@H](C1)CC2)C2=NC(=NC1=C(C(=C(C=C21)F)Br)F)Cl)C=C.S2C(=CC=C2)OC2CCC(CC2)=O